(+)-6-(4-Chlorophenyl)-3-oxo-2-(pyridin-3-yl)-N-[(2R)-1,1,1-trifluoro-3-hydroxypropan-2-yl]-2,3-dihydropyridazine-4-carboxamide ClC1=CC=C(C=C1)C=1C=C(C(N(N1)C=1C=NC=CC1)=O)C(=O)N[C@@H](C(F)(F)F)CO